(3aR,4S,6R,6aS)-6-(5-bromo-4-chloro-7H-pyrrolo[2,3-d]pyrimidin-7-yl)-2,2-dimethyltetrahydro-4H-cyclopenta[d][1,3]dioxole-4-carboxylic acid BrC1=CN(C=2N=CN=C(C21)Cl)[C@@H]2C[C@@H]([C@@H]1[C@H]2OC(O1)(C)C)C(=O)O